N-[3-fluoro-4-({6-methoxy-7-[3-(3-methoxypyrrolidin-1-yl)propoxy]quinolin-4-yl}oxy)phenyl]-5-(4-fluorophenyl)-6-oxo-2,3,5,6-tetrahydrofuro[3,2-c]pyridine-7-carboxamide FC=1C=C(C=CC1OC1=CC=NC2=CC(=C(C=C12)OC)OCCCN1CC(CC1)OC)NC(=O)C1=C2C(=CN(C1=O)C1=CC=C(C=C1)F)CCO2